(E)-3-(4-(6-(((1R,3s,5S)-9-azabicyclo[3.3.1]nonan-3-yl)thio)pyridazin-3-yl)-3-hydroxyphenyl)-N-methylacrylamide [C@H]12CC(C[C@H](CCC1)N2)SC2=CC=C(N=N2)C2=C(C=C(C=C2)/C=C/C(=O)NC)O